α-methyltyrosine C[C@](N)(CC1=CC=C(C=C1)O)C(=O)O